1-amino-4-[4-amino-phenylamino]-9,10-dioxo-9,10-dihydro-anthracene-2-sulfonate NC1=C(C=C(C=2C(C3=CC=CC=C3C(C12)=O)=O)NC1=CC=C(C=C1)N)S(=O)(=O)[O-]